(3S,5R,8R,9S,10S,13S,14S,17R)-3-ethyl-17-((2S,3S)-3-hydroxy-6,6-dimethylheptan-2-yl)-10,13-dimethylhexadecahydro-1H-cyclopenta[a]phenanthren-3-ol C(C)[C@@]1(CC[C@@]2([C@H]3CC[C@@]4([C@H](CC[C@H]4[C@@H]3CC[C@@H]2C1)[C@H](C)[C@H](CCC(C)(C)C)O)C)C)O